(3'R)-3-methyl-[1,3'-bipiperidin]-2-one CC1C(N(CCC1)[C@H]1CNCCC1)=O